phosphonium sulfat S(=O)(=O)([O-])[O-].[PH4+].[PH4+]